Cl.Cl.CN(S(=O)(=O)C)C1=C(C(=O)N)C=CC=C1 2-(N-methylmethylsulfonamido)benzamide dihydrochloride